FC1=C(C=O)C=CC(=C1)I 2-Fluoro-4-iodobenzaldehyde